5-(5-bromo-2-cyclopropyl-3-methyl-imidazol-4-yl)pyrimidine BrC1=C(N(C(=N1)C1CC1)C)C=1C=NC=NC1